2-ethyl-1,3-hexanediol sebacate C(CCCCCCCCC(=O)O)(=O)O.C(C)C(CO)C(CCC)O